O=C1N(C(C2=CC=CC=C12)=O)CCCP(C1=CC=CC=C1)(C1=CC=CC=C1)(C1=CC=CC=C1)Br (3-(1,3-dioxoisoindoline-2-yl)propyl)triphenyl-phosphorus bromide